O[C@H]1CC(NC1)=O (S)-4-hydroxypyrrolidin-2-one